5-ethynyl-6-fluoronaphthalen-2-ol monoformate salt C(=O)O.C(#C)C1=C2C=CC(=CC2=CC=C1F)O